4-(2-(4-(4-chloro-3-fluorophenyl)piperidin-4-yl)ethoxy)-2,5-difluoro-N-(1,2,4-thiadiazol-5-yl)benzenesulfonamide ClC1=C(C=C(C=C1)C1(CCNCC1)CCOC1=CC(=C(C=C1F)S(=O)(=O)NC1=NC=NS1)F)F